5-chloro-4-methoxy-N-(pyrrolidin-3-yl)pyrimidin-2-amine ClC=1C(=NC(=NC1)NC1CNCC1)OC